ONC(CCC=O)=O N-hydroxy-4-oxo-butyramide